tert-Butyl 4-[4-(3-cyano-5-hydroxy-imidazo[1,2-a]pyridin-7-yl)-3-(2-hydroxyethyl)-5-methyl-pyrazol-1-yl]piperidine-1-carboxylate C(#N)C1=CN=C2N1C(=CC(=C2)C=2C(=NN(C2C)C2CCN(CC2)C(=O)OC(C)(C)C)CCO)O